C1(=CC=CC=C1)C=1C(=C(C=2CC3=CC=CC=C3C2C1)C1=C(C=CC=C1)C1=CC=CC=C1)C1=CC=CC=C1 (diphenylfluorenyl)biphenyl